N-phenylpropane-1-sulfonamide C1(=CC=CC=C1)NS(=O)(=O)CCC